C(C)(C)C1=NC(NC(=N1)C1=CC=CC=C1)=O 4-isopropyl-6-phenyl-1,3,5-triazin-2(1H)-one